tert-butyl (3S,4R)-4-(4-fluorophenyl)-3-((4-(methoxycarbonyl)phenoxy)methyl)piperidine-1-carboxylate FC1=CC=C(C=C1)[C@H]1[C@@H](CN(CC1)C(=O)OC(C)(C)C)COC1=CC=C(C=C1)C(=O)OC